C(C)(C)N(P(O[C@@H]1[C@H](O[C@H]([C@@H]1F)N1C(N=C(C=C1)NC(C)=O)=O)COC(C1=CC=CC=C1)(C1=CC=C(C=C1)OC)C1=CC=C(C=C1)OC)OCCC#N)C(C)C (2R,3R,4R,5R)-5-(4-acetamido-2-oxopyrimidin-1(2H)-yl)-2-((bis(4-methoxyphenyl) (phenyl) methoxy) methyl)-4-fluorotetrahydrofuran-3-yl (2-cyanoethyl) diisopropylphosphoramidite